4-(trifluoromethylthio)benzonitrile FC(SC1=CC=C(C#N)C=C1)(F)F